C(C)(C)(C)OC(=O)NC(C(=O)[O-])C1=CC=CC=C1 (tert-butoxycarbonyl)amino-2-phenylacetate